(R)-2-(N-[4-Amino-5-(4-cyanobenzoyl)thiazol-2-yl]-4-fluoroanilino)propanamid NC=1N=C(SC1C(C1=CC=C(C=C1)C#N)=O)N(C1=CC=C(C=C1)F)[C@@H](C(=O)N)C